C(C)(C)N1C=C(C=CC1=O)B1OC(C)(C)C(C)(C)O1 1-isopropyl-6-oxo-1,6-dihydropyridine-3-boronic acid pinacol ester